(R)-3-(5-fluoro-2-(2,2,2-trifluoroethoxy)pyridin-4-yl)-1-isopropyl-N-(3-methyl-1,1-dioxidothietan-3-yl)-4,5,6,7-tetrahydro-1H-indazole-6-carboxamide FC=1C(=CC(=NC1)OCC(F)(F)F)C1=NN(C=2C[C@@H](CCC12)C(=O)NC1(CS(C1)(=O)=O)C)C(C)C